(2R)-N-[(1S)-2-hydroxy-1-(2-methoxypyridin-4-yl)ethyl]-2-(6-{2-[(oxacyclohex-4-yl)amino]pyrimidin-4-yl}-1-oxo-2,3-dihydro-1H-isoindol-2-yl)propionamide OC[C@H](C1=CC(=NC=C1)OC)NC([C@@H](C)N1C(C2=CC(=CC=C2C1)C1=NC(=NC=C1)NC1CCOCC1)=O)=O